(2s,4s)-2-((3R,4R)-4-([1,1'-biphenyl]-3-yl)-3-methylpiperidin-1-carbonyl)-7-oxa-5-azaspiro[3.4]octan-6-one C1(=CC(=CC=C1)[C@H]1[C@H](CN(CC1)C(=O)C1CC2(C1)NC(OC2)=O)C)C2=CC=CC=C2